tri-undecyl trimellitate C(C=1C(C(=O)OCCCCCCCCCCC)=CC(C(=O)OCCCCCCCCCCC)=CC1)(=O)OCCCCCCCCCCC